CN1CCN(CC1)CCCNC(=O)C1=CC(=NC=C1)NC1=CC=C(C=C1)\C=C\C1=NC=CC=C1 N-[3-(4-methylpiperazin-1-yl)propyl]-2-({4-[(E)-2-(pyridin-2-yl)vinyl]phenyl}amino)pyridine-4-carboxamide